CN(C1=C(C=CC=C1)C1=CC=CC=C1)C 2'-(dimethylamino)biphenyl